FC1=CC(=C(C=C1)C1=CN=C2SC(=NN21)N2CC1(C2)C(CC1)N)OC 2-(5-(4-fluoro-2-methoxyphenyl)imidazo[2,1-b][1,3,4]thiadiazol-2-yl)-2-azaspiro[3.3]heptan-5-amine